FC1=C(CN2[C@@H](CCC2=O)CC(=O)N[C@@H]([C@H](OC)C)C(=O)NCC(=O)OC)C=CC=C1F Methyl N-(2-((S)-1-(2,3-difluorobenzyl)-5-oxopyrrolidin-2-yl)acetyl)-O-methyl-L-threonylglycinate